1-[9-n-butyl-6-(2-ethylbenzoyl)-9H-carbazol-3-yl]-ethane C(CCC)N1C2=CC=C(C=C2C=2C=C(C=CC12)CC)C(C1=C(C=CC=C1)CC)=O